N-(4-Cyanophenyl)-2-((3R)-3-phenylcyclopentyl)acetamide C(#N)C1=CC=C(C=C1)NC(CC1C[C@@H](CC1)C1=CC=CC=C1)=O